N-octadecyl-2-methyl-3-hydroxymethyl-pyridin-4-one C(CCCCCCCCCCCCCCCCC)N1C(=C(C(C=C1)=O)CO)C